(R)-1-(1-((4'-((2-(Hydroxymethyl)pyrrolidin-1-yl)methyl)-[1,1'-biphenyl]-4-yl)methyl)-1H-indol-5-yl)-5-methyl-1H-pyrazol-3-carboxamid OC[C@@H]1N(CCC1)CC1=CC=C(C=C1)C1=CC=C(C=C1)CN1C=CC2=CC(=CC=C12)N1N=C(C=C1C)C(=O)N